(S,E)-1-(2-(3-(2-ethoxypropan-2-yl)-1-(2-(6-methylpyridin-3-yl)propan-2-yl)pyrrolidin-3-yl)ethyl)-2,3-dimethyl-guanidine C(C)OC(C)(C)[C@@]1(CN(CC1)C(C)(C)C=1C=NC(=CC1)C)CCN\C(=N\C)\NC